1-[(4-chlorophenyl)amino]-N-[5-(4,5-dihydro-3H-imidazol-2-yl)-3-fluorophenyl]methanamide ClC1=CC=C(C=C1)NC(=O)NC1=CC(=CC(=C1)C1=NCCN1)F